Gadolinium 1,2-dimyristoyl-sn-glycero-3-phosphoethanolamine C(CCCCCCCCCCCCC)(=O)OC[C@@H](OC(CCCCCCCCCCCCC)=O)COP(=O)(O)OCCN.[Gd]